2,4,8,10-tetraoxaspiro[5.5]undecane-3,9-dipropanamine C1OC(OCC12COC(OC2)CCCN)CCCN